COC1=CC=C(C=C1)N1C=NC2=C1C=CC(=C2)N2CCN(CC2)C 1-(4-methoxyphenyl)-5-(4-methylpiperazin-1-yl)-1H-benzo[d]Imidazole